racemic-malic acid C([C@H](O)CC(=O)O)(=O)O |r|